N1=CC(=CC=C1)OCCC=1C=C2C=CNC2=CC1 5-(2-(pyridin-3-yloxy)ethyl)-1H-indol